2-((6-amino-3,5-dicyano-4-(2,2,2-trifluoroethyl)pyridin-2-yl)thio)-2-phenylacetamide NC1=C(C(=C(C(=N1)SC(C(=O)N)C1=CC=CC=C1)C#N)CC(F)(F)F)C#N